pyridine-2-yl-(pyridine-3-yl)methanone N1=C(C=CC=C1)C(=O)C=1C=NC=CC1